2-(1H-pyrrol-1-yl)-1,3-diethyl-propan N1(C=CC=C1)C(CCC)CCC